BrC=1C=C(C(=NC1)N)C(C)OC 5-bromo-3-(1-methoxyethyl)pyridin-2-amine